4-(5-(3,5-dimethylisoxazol-4-yl)-1-phenyl-1H-pyrrolo[2,3-b]pyridin-3-yl)-3-methoxy-5-methylbenzoic acid CC1=NOC(=C1C=1C=C2C(=NC1)N(C=C2C2=C(C=C(C(=O)O)C=C2C)OC)C2=CC=CC=C2)C